2-(1H-benzo[d]imidazol-2-yl)-3-(2,5-dimethyl-1-(pyridin-2-yl)-1H-pyrrol-3-yl)acrylonitrile N1C(=NC2=C1C=CC=C2)C(C#N)=CC2=C(N(C(=C2)C)C2=NC=CC=C2)C